5-bromo-2-(5-(bromomethyl)-1-methyl-1H-1,2,3-triazol-4-yl)pyridine BrC=1C=CC(=NC1)C=1N=NN(C1CBr)C